C1=CC=CC=2C3=CC=CC=C3N(C12)CCCCCCOC1=CC=C(C=C1)CC#N 4-(6-(9H-carbazole-9-yl)hexyloxy)phenylacetonitrile